sodium succinate sulfate S(=O)(=O)([O-])O.C(CCC(=O)O)(=O)O.[Na+]